CC=1C(=C(C=CC1)CC(=O)O)C1CCC(CC1)OCC(F)(F)F 2-(3-methyl-2-((1r,4R)-4-(2,2,2-trifluoroethoxy)cyclohexyl)phenyl)acetic acid